C1(CC1)C1N(C=2C(=NC=CC2C=2C1=NN(N2)C)NC(=O)C2CC2)C N-(4-cyclopropyl-2,5-dimethyl-4,5-dihydro-2H-[1,2,3]triazolo[4,5-c][1,7]naphthyridin-6-yl)cyclopropanecarboxamide